hydroxyoxanorbornanemethanol OC1OC2(CCC1C2)CO